6-Chloro-7-(2-chlorophenyl)-1-(2,4-diisopropyl-3-pyridyl)-4-[(2S,5R)-2,5-dimethyl-4-prop-2-enoyl-piperazin-1-yl]pyrido[2,3-d]pyrimidin-2-one ClC1=CC2=C(N(C(N=C2N2[C@H](CN([C@@H](C2)C)C(C=C)=O)C)=O)C=2C(=NC=CC2C(C)C)C(C)C)N=C1C1=C(C=CC=C1)Cl